(4-bromo-3-chloro-phenyl)methanamine BrC1=C(C=C(C=C1)CN)Cl